NC1=NC(=NN2C1=NC=C2CC=2C=C(C(=NC2)N2CCN(CC2)C(CNC)=O)C)OC(CC)CCC 1-(4-(5-((4-amino-2-(hexane-3-yloxy)imidazo[2,1-f][1,2,4]triazin-7-yl)methyl)-3-methylpyridin-2-yl)piperazin-1-yl)-2-(methylamino)ethan-1-one